6-[8-(1,3-benzothiazol-2-ylcarbamoyl)-1,1-dideutero-3,4-dihydroisoquinolin-2(1H)-yl]-3-[5-methyl-1-(tricyclo[3.3.1.13,7]dec-1-ylmethyl)-1H-pyrazol-4-yl]pyridine-2-carboxylic acid S1C(=NC2=C1C=CC=C2)NC(=O)C=2C=CC=C1CCN(C(C21)([2H])[2H])C2=CC=C(C(=N2)C(=O)O)C=2C=NN(C2C)CC21CC3CC(CC(C2)C3)C1